BrC=1C=C(C=CC1)N(C1=N/C(/NC2=CC(=CC=C12)Cl)=N/N)CC1CC1 (E)-N-(3-bromophenyl)-7-chloro-N-(cyclopropylmethyl)-2-hydrazono-1,2-dihydroquinazolin-4-amine